[N+](=[N-])=CC(CC[C@@H](C(=O)OC)NC([C@H](C)S(=O)C)=O)=O methyl (2S)-6-diazo-2-((2S)-2-(methylsulfinyl) propanamido)-5-oxohexanoate